C12(CC(C1)C2)NC(CN2C(C(=CC=C2)NC([C@H](CC/C=C/C(=O)OC)NC(=O)C2=C(N=NS2)C2CC2)=O)=O)=O (S,E)-methyl 7-(1-(2-(bicyclo[1.1.1]pentan-1-ylamino)-2-oxoethyl)-2-oxo-1,2-dihydropyridin-3-ylamino)-6-(4-cyclopropyl-1,2,3-thiadiazole-5-carboxamido)-7-oxohept-2-enoate